3-(1-(3-(2H-1,2,3-triazol-2-yl)propyl)pyrrolidin-3-yl)-1H-indazole N=1N(N=CC1)CCCN1CC(CC1)C1=NNC2=CC=CC=C12